5-butyl 1-cyclohexyl ((((2R,3S,4R,5S)-5-(4-aminopyrrolo[2,1-f][1,2,4]triazin-7-yl)-2-cyano-3,4-dihydroxytetrahydrofuran-2-yl)methoxy)(phenoxy) phosphoryl)-L-glutamate NC1=NC=NN2C1=CC=C2[C@H]2[C@@H]([C@@H]([C@@](O2)(C#N)COP(=O)(OC2=CC=CC=C2)N[C@@H](CCC(=O)OCCCC)C(=O)OC2CCCCC2)O)O